N-(4-((4-(ethoxymethyl)-4-phenethylpiperidin-1-yl)methyl)benzyl)acetamide HCl Cl.C(C)OCC1(CCN(CC1)CC1=CC=C(CNC(C)=O)C=C1)CCC1=CC=CC=C1